N(=C=O)C1(CCCCC1)CC1(CCCCC1)N=C=O bis[isocyanatocyclohexyl]methane